5-chlorophenylhydrazine hydrochloride Cl.ClC=1C=CC=C(C1)NN